1-[(2-methoxy-3-pyridinyl)methyl]-6-[3-(trifluoromethyl)phenyl]-3H-imidazo[4,5-b]pyridin-2-one COC1=NC=CC=C1CN1C(NC2=NC=C(C=C21)C2=CC(=CC=C2)C(F)(F)F)=O